Cl.N1=C(C=NC=C1)N pyrazin-2-amine hydrochloride